FC1=C(C=C2C=C(N=CC2=C1N)NC1=CC=C2C3(CN(CC2=C1)C)CC3)C3=C(C1=C(OCCN1)N=C3)C 7-Fluoro-N3-(2'-methyl-2',3'-dihydro-1'H-spiro[cyclopropane-1,4'-isoquinolin]-7'-yl)-6-(8-Methyl-2,3-dihydro-1H-pyrido[2,3-b][1,4]oxazin-7-yl)isoquinoline-3,8-diamine